C(C)N1N=C(C(=C1)C1=NC(=NC=C1)NC1=CC=C(C=C1)C(=O)N1CCN(CC1)C1=CC=C(C=C1)F)C=1C=NC=CC1 (4-((4-(1-ethyl-3-(pyridin-3-yl)-1H-pyrazol-4-yl)pyrimidin-2-yl)amino)phenyl)(4-(4-fluorophenyl)piperazine-1-yl)methanone